3-(azetidin-1-yl)propan-1-amine N1(CCC1)CCCN